o-acetyl-toluene sodium 2,3-dimercapto-1-propanesulfonate SC(CS(=O)(=O)[O-])CS.[Na+].C(C)(=O)C1=C(C)C=CC=C1